1-(2-hydroxy-3-methyl-phenyl)-1-(3-methyl-4-hydroxyphenyl)icosane OC1=C(C=CC=C1C)C(CCCCCCCCCCCCCCCCCCC)C1=CC(=C(C=C1)O)C